OCC1=CC(=NN1CCO)I 2-[5-(hydroxymethyl)-3-iodo-1H-pyrazol-1-yl]ethan-1-ol